CC1OC2=NC=CC3=C(C(=NC(=C23)N2C1C1CCC(C2)N1C(=O)[O-])C)C 5,13,14-trimethyl-5a,6,7,8,9,10-hexahydro-5H-6,9-epiminoazepino[2',1':3,4][1,4]oxazepino[5,6,7-ij][2,7]naphthyridine-15-carboxylate